NC1=NN2C(C=C(C=C2)C=2C=CC(=C(C2)NC(=O)N2OCC[C@H]2C2=CC=C(C=C2)C#N)C)=N1 (S)-N-(5-(2-amino-[1,2,4]triazolo[1,5-a]pyridin-7-yl)-2-methylphenyl)-3-(4-Cyanophenyl)isooxazolidine-2-carboxamide